SCC(=O)O.C(C)C1=C(N=C(C(=N1)C)C)C ethyl-trimethyl-pyrazine 2-mercaptoacetat